10H-spiro[acridine-9,7'-dibenzo[c,g]fluorene] C1=CC=CC=2C=CC=3C4(C=5C=CC6=C(C5C3C21)C=CC=C6)C6=CC=CC=C6NC=6C=CC=CC64